C12CCC(CC1)N2C2=NC(=CC1=C2N=C(N=C1)NC1=NC=2CCN(CC2C=C1)C(=O)[C@@H]1CN(CC1)C)C1COC1 [2-[[8-(7-azabicyclo[2.2.1]heptan-7-yl)-6-(oxetan-3-yl)pyrido[3,4-d]pyrimidin-2-yl]amino]-7,8-dihydro-5H-1,6-naphthyridin-6-yl]-[(3S)-1-methylpyrrolidin-3-yl]methanone